ClC=1C=C2C(=NC(=NC2=C(C1C1=CC(=CC2=CC=CC=C12)O)F)OCCCN(C)C(C)C)N1C[C@H]2CC[C@@H](C1)N2C(=O)OC(C)(C)C tert-Butyl (1R,5S)-3-((S or R)-6-chloro-8-fluoro-7-(3-hydroxynaphthalen-1-yl)-2-(3-(isopropyl(methyl) amino)propoxy) quinazolin-4-yl)-3,8-diazabicyclo[3.2.1]octane-8-carboxylate